N[C@H]1C[C@H](CCC1)NC1=CC(=NC=C1)C(=O)NC1=CC=C(C=C1)C1=CC2=C(N=CN=C2N2CCOCC2)N1 4-(((1S,3R)-3-aminocyclohexyl)amino)-N-(4-(4-morpholino-7H-pyrrolo[2,3-d]pyrimidin-6-yl)phenyl)picolinamide